CN1N=NC(=C1NC(O[C@H](C(F)(F)F)CCCCCC)=O)C1=NC(=C(C=C1)NS(=O)(=O)C)C (S)-1,1,1-trifluoro-octan-2-yl (1-methyl-4-(6-methyl-5-(methyl-sulfonamido)pyridin-2-yl)-1H-1,2,3-triazol-5-yl)carbamate